C(#N)C=C[C@@H]1CC[C@H](CC1)NC(OC(C)(C)C)=O tert-Butyl [trans-4-[2-cyanovinyl]cyclohexyl]carbamate